(E)-4-methyl-N'-(2-oxopiperidin-4-ylidene)benzenesulfonohydrazide CC1=CC=C(C=C1)S(=O)(=O)N/N=C\1/CC(NCC1)=O